C1=CC=CC=2C3=CC=CC=C3C(C12)CC1OC([C@@H](N1C(=O)O)CC1=CC=C(C=C1)C(F)(F)F)=O 9H-fluoren-9-ylmethyl-(4S)-5-oxo-4-[[4-(trifluoromethyl)phenyl]methyl]oxazolidine-3-carboxylic acid